IC1=C(C=C(C(=C1)F)F)I 1,2-diiodo-4,5-difluorobenzene